N-Cyclopropyl-3-[[(1R)-1-(3,6-dimethyl-4-oxo-2-phenyl-chromen-8-yl)ethyl]amino]pyridine-2-carboxamide C1(CC1)NC(=O)C1=NC=CC=C1N[C@H](C)C=1C=C(C=C2C(C(=C(OC12)C1=CC=CC=C1)C)=O)C